CC(C(=O)OCC(COC(C(CC1=CC(=C(C(=C1)C(C)(C)C)O)C(C)(C)C)C)=O)(COC(C(CC1=CC(=C(C(=C1)C(C)(C)C)O)C(C)(C)C)C)=O)COC(C(CC1=CC(=C(C(=C1)C(C)(C)C)O)C(C)(C)C)C)=O)CC1=CC(=C(C(=C1)C(C)(C)C)O)C(C)(C)C pentaerythritol tetrakis[methyl-beta-(3,5-di-tert-butyl-4-hydroxyphenyl) propionate]